methyl 8-bromo-[1,2,4]triazolo[1,5-a]pyridine-6-carboxylate BrC=1C=2N(C=C(C1)C(=O)OC)N=CN2